4-amino-1-butyl-1,2,4-triazolium nitrate [N+](=O)([O-])[O-].NN1C=N[N+](=C1)CCCC